C(C)(C)C1=C(NC2=CC=C(C=C12)C1CCN(CC1)CC(C)(O)C)C1=CC=2C(N=C1)=NN(C2)C 1-(4-(3-isopropyl-2-(2-methyl-2H-pyrazolo[3,4-b]pyridin-5-yl)-1H-indol-5-yl)piperidin-1-yl)-2-methylpropan-2-ol